(4-((4-(Benzo[b]thiophen-2-yl)pyrimidin-2-yl)amino)phenyl)(4-(pyrrolidin-1-yl)piperidin-1-yl)methanone S1C2=C(C=C1C1=NC(=NC=C1)NC1=CC=C(C=C1)C(=O)N1CCC(CC1)N1CCCC1)C=CC=C2